NC[C@@]1(OC2=C(C1)C(=C(C(=C2)F)Cl)C2=C(C(=O)NC)C=CC(=C2F)OC(C([2H])([2H])O)([2H])[2H])C2=CC=CC=C2 2-((2S,4S)-2-(Aminomethyl)-5-chloro-6-fluoro-2-phenyl-2,3-dihydrobenzofuran-4-yl)-3-fluoro-4-(2-hydroxyethoxy-1,1,2,2-d4)-N-methylbenzamide